NC1=NNC(=C1)C1(CCC1)CCO 2-[1-(3-amino-1H-pyrazol-5-yl)cyclobutyl]ethanol